FC(C(C)(C)O)(F)C=1C(=C(C=CC1)[C@@H](C)NC1=NC(=NC2=CC3=C(C=C12)N(C(C3(C(=O)OC)C)=O)C)C)F Methyl 4-(((R)-1-(3-(1,1-difluoro-2-hydroxy-2-methylpropyl)-2-fluorophenyl) ethyl) amino)-2,6,8-trimethyl-7-oxo-7,8-dihydro-6H-pyrrolo[2,3-g]quinazoline-8-carboxylate